2,2'-Stilbenedisulphonic acid C=1(C(=CC=CC1)S(=O)(=O)O)C=CC=1C(=CC=CC1)S(=O)(=O)O